ClC1=C(C=C(COC2=CC=C(C=C2)NC(=O)C2=COC3=C2C=C(C(=C3)C3=NN=NN3)F)C=C1F)F N-(4-((4-Chloro-3,5-Difluorobenzyl)Oxy)Phenyl)-5-Fluoro-6-(1H-Tetrazol-5-Yl)Benzofuran-3-Carboxamide